BrC=1C(=CC2=CN(N=C2C1)CCOCC(=O)N)[N+](=O)[O-] 2-(2-(6-bromo-5-nitro-2H-indazol-2-yl)ethoxy)acetamide